2-(6-fluoro-4-methoxy-1H-indol-3-yl)-N,N-dimethylethan-1-amine FC1=CC(=C2C(=CNC2=C1)CCN(C)C)OC